2-fluoro-1-(3-{3-[4-(trifluoromethyl)phenyl]-7-(2,6-diazaspiro[3.4]oct-6-yl)pyrazolo[4,3-b]pyridin-1-yl}azetidin-1-yl)prop-2-en-1-one FC(C(=O)N1CC(C1)N1N=C(C2=NC=CC(=C21)N2CC1(CNC1)CC2)C2=CC=C(C=C2)C(F)(F)F)=C